2-(3-fluoropyridin-4-yl)-7-(isopropylamino)-N-(2-(methylsulfonylamino)ethyl)pyrazolo[1,5-a]pyrimidine-6-carboxamide FC=1C=NC=CC1C1=NN2C(N=CC(=C2NC(C)C)C(=O)NCCNS(=O)(=O)C)=C1